tert-butyl (1R,5S)-3-(7-(8-ethylnaphthalen-1-yl)-8-fluoro-2-((tetrahydro-1H-pyrrolizin-7a(5H)-yl)methoxy)pyrido[4,3-d]pyrimidin-4-yl)-3,8-diazabicyclo[3.2.1]octane-8-carboxylate C(C)C=1C=CC=C2C=CC=C(C12)C1=C(C=2N=C(N=C(C2C=N1)N1C[C@H]2CC[C@@H](C1)N2C(=O)OC(C)(C)C)OCC21CCCN1CCC2)F